5-cyclopropyl-3-(3,5-dichloropyridin-4-yl)isoxazole-4-carboxylic acid methyl ester COC(=O)C=1C(=NOC1C1CC1)C1=C(C=NC=C1Cl)Cl